3-(4-(5-bromopentylthio)-1-oxoisoindolin-2-yl)piperidine-2,6-dione BrCCCCCSC1=C2CN(C(C2=CC=C1)=O)C1C(NC(CC1)=O)=O